3-[[4-[(3R,4R)-4-amino-1-tert-butoxycarbonyl-pyrrolidin-3-yl]oxy-6-(2,6-dimethylphenyl)-5-methyl-pyrimidin-2-yl]sulfamoyl]benzoic acid N[C@H]1[C@@H](CN(C1)C(=O)OC(C)(C)C)OC1=NC(=NC(=C1C)C1=C(C=CC=C1C)C)NS(=O)(=O)C=1C=C(C(=O)O)C=CC1